5-AMINO-1-METHYL-1H-IMIDAZOLE-4-CARBALDEHYDE NC1=C(N=CN1C)C=O